[Ti].[V].[Nb].[Cr].[Mo].[Ni] nickel-molybdenum-chromium-niobium-vanadium-titanium